F[B-](F)(F)F.O=C1N(C=CC=C1)OC(=[N+](C)C)N(C)C 2-oxo-1(2H)-pyridyl-1,1,3,3-tetramethyluronium tetrafluoroborate